5-methylfuro[3,2-c]pyridin-4(5H)-one CN1C(C2=C(C=C1)OC=C2)=O